O[C@@H](CO)C1CCN(CC1)S(=O)(=O)C=1C=CC(=C(C1)C=1NC(C2=C(N1)C(=NN2C)CCC)=O)OCC (R)-5-(5-((4-(1,2-dihydroxyethyl)piperidin-1-yl)sulfonyl)-2-ethoxyphenyl)-1-methyl-3-propyl-1,6-dihydro-7H-pyrazolo[4,3-d]pyrimidin-7-one